(1aR,5aR)-2-(2,4-Difluorophenyl)-1a,2,5,5a-tetrahydro-1H-2,3-diaza-cyclopropa[a]pentalene-4-carboxylic acid (2-fluoro-1,1-dimethyl-ethyl)-amide FCC(C)(C)NC(=O)C=1C=2C[C@@H]3[C@H](C2N(N1)C1=C(C=C(C=C1)F)F)C3